BrC1=C(C=O)C=C(C(=C1O)O)Cl 2-bromo-5-chloro-3,4-dihydroxybenzaldehyde